FC1([C@](CC2(OCCO2)CC1)(C)CN)F (S)-(8,8-difluoro-7-methyl-1,4-dioxaspiro[4.5]decan-7-yl)methanamine